4-(2-(3-(4-methoxyphenyl)-1H-pyrazol-1-yl)-7-(tetrahydro-2H-pyran-4-yl)pyrido[3,2-d]pyrimidin-4-yl)morpholine COC1=CC=C(C=C1)C1=NN(C=C1)C=1N=C(C2=C(N1)C=C(C=N2)C2CCOCC2)N2CCOCC2